[F-].[Sc+3].[Li+].[F-].[F-].[F-] lithium scandium fluoride